ClC=1C=C2C(C(=CN(C2=CC1N1[C@H](CCC1)COC1=NC=CC=C1Cl)C1CN(CC1)CCN(C)C)C(=O)O)=O 6-chloro-7-[(2R)-2-{[(3-chloropyridin-2-yl)oxy]methyl}pyrrolidin-1-yl]-1-{1-[2-(dimethylamino)ethyl]pyrrolidin-3-yl}-4-oxo-1,4-dihydroquinoline-3-carboxylic acid